N-((1S,2S)-1-cyano-2-(2-hydroxyethyl)cyclopropyl)-1-(5-(difluoromethyl)-1,3,4-thiadiazol-2-yl)-4-(4-isobutyrylpiperazin-1-yl)-1H-indazole-6-sulfonamide C(#N)[C@]1([C@@H](C1)CCO)NS(=O)(=O)C1=CC(=C2C=NN(C2=C1)C=1SC(=NN1)C(F)F)N1CCN(CC1)C(C(C)C)=O